1,2,3-trichloropropylenediamine ClC(C(CCl)(N)Cl)N